The molecule is a diterpenyl phosphate that is the O-diphospho derivative of (-)-kolavenol It has a role as a plant metabolite. It is a diterpenyl phosphate and a member of octahydronaphthalenes. It is a conjugate acid of a (-)-kolavenyl diphosphate(3-). It is an enantiomer of a (+)-kolavenyl diphosphate. C[C@@H]1CC[C@@]2([C@@H]([C@@]1(C)CC/C(=C/COP(=O)(O)OP(=O)(O)O)/C)CCC=C2C)C